Methyl (Z)-2-((3-(3-chloro-2-fluorophenoxy)-6-methylpyridazin-4-yl)(methylthio)methylene)-1-(2,4-dimethylbenzyl)hydrazine-1-carboxylate ClC=1C(=C(OC=2N=NC(=CC2/C(/SC)=N/N(C(=O)OC)CC2=C(C=C(C=C2)C)C)C)C=CC1)F